(2S,6R)-4-((3-(2-methoxy-5-propylphenyl)isoxazole-5-yl)methyl)-2,6-dimethylmorpholine COC1=C(C=C(C=C1)CCC)C1=NOC(=C1)CN1C[C@@H](O[C@@H](C1)C)C